NC(CC(=O)O)C(NCC(OCCC)=O)=O 3-amino-3-[(2-oxo-2-propoxyethyl)carbamoyl]propionic acid